ethyl (3-fluoropropyl) carbonate C(OCC)(OCCCF)=O